OCCCCC[C@H](C(C)(C)C=1C=C(C=C(C1)O)O)C1=CC=CC=C1 (S)-5-(8-hydroxy-2-methyl-3-phenyloctan-2-yl)benzene-1,3-diol